(2S,6S)-2-amino-2-(2-fluoro-3-(trifluoromethoxy)phenyl)-6-hydroxycyclohexane-1-one N[C@]1(C([C@H](CCC1)O)=O)C1=C(C(=CC=C1)OC(F)(F)F)F